C=C VINYLHYDRIDE